R-2-[2-[4-[(4-chlorophenyl)phenylmethyl]-1-piperazinyl]ethoxy]acetic acid, dihydrochloride Cl.Cl.ClC1=CC=C(C=C1)[C@H](N1CCN(CC1)CCOCC(=O)O)C1=CC=CC=C1